NC=1C(=C(C=C2C=C(N=CC12)NC(N(C)C)=O)C1=C(C2=C(OCCN2)N=C1)C)F 3-(8-Amino-7-fluoro-6-(8-methyl-2,3-dihydro-1H-pyrido[2,3-b][1,4]oxazin-7-yl)isoquinolin-3-yl)-1,1-dimethylurea